C(C)OC(=O)C1(CCN(CC1)C(=O)OC(C)(C)C)CC1=CC=C(C=C1)Br 4-(4-bromobenzyl)piperidine-1,4-dicarboxylic acid 1-tert-butyl ester 4-ethyl ester